C(C1=CC=CC=C1)OC1=C(C(=CC(=C1C)O)O)C(=O)N1CC2=CC=C(C=C2C1)CN1CCN(CC1)C (2-benzyloxy-4,6-dihydroxy-3-methyl-phenyl)-[5-[(4-methylpiperazin-1-yl)methyl]isoindolin-2-yl]methanone